FC1(C(C1)C(=O)NC=1C(=CC(=C(C1)NC(=O)C=1C=NN2C1C=CC(=C2)F)C)F)F N-[5-[(2,2-difluorocyclopropanecarbonyl)amino]-4-fluoro-2-methylphenyl]-6-fluoropyrazolo[1,5-a]pyridine-3-carboxamide